FS(C1=CC=C(OC=2C(=NC=CN2)C2=CC=C(C(=O)O)C=C2)C=C1)(F)(F)(F)F 4-[3-[4-(pentafluorosulfanyl)phenoxy]pyrazin-2-yl]benzoic acid